N-(4-chloro-2-((2-chloro-N-(furan-2-ylmethyl)benzoylamino)methyl)phenyl)-N-ethylsulfamate ClC1=CC(=C(C=C1)N(S([O-])(=O)=O)CC)CN(CC=1OC=CC1)C(C1=C(C=CC=C1)Cl)=O